[Li+].C(CC(=O)[O-])(=O)[O-].[Li+] (malonate) lithium